CN1[C@@H](CCCC1)C1=CC=C(C=C1)B1OC(C(O1)(C)C)(C)C (S)-1-methyl-2-(4-(4,4,5,5-tetramethyl-1,3,2-dioxaborolan-2-yl)phenyl)piperidine